NC1=C(C(=NC=N1)N1CC(CCC1)N1C(C(CCC1)NC1=CC(=CC(=C1)C(F)(F)F)Cl)=O)F 1'-(6-amino-5-fluoropyrimidin-4-yl)-3-(3-chloro-5-(trifluoromethyl)phenylamino)-1,3'-bipiperidin-2-one